(R)-N-(2,4-dimethoxybenzyl)-4-(3-(dimethylamino)-3-(3-(trifluoromethyl)-phenethyl)piperidin-1-yl)-2,5-difluoro-N-(pyrimidin-4-yl)benzenesulfonamide COC1=C(CN(S(=O)(=O)C2=C(C=C(C(=C2)F)N2C[C@](CCC2)(CCC2=CC(=CC=C2)C(F)(F)F)N(C)C)F)C2=NC=NC=C2)C=CC(=C1)OC